2-oxospiro[indoline-3,4'-piperidine]-1'-carboxylic acid O=C1NC2=CC=CC=C2C12CCN(CC2)C(=O)O